5-((4-((6,7-dimethoxyquinolin-4-yl)oxy)-3-fluorophenyl)carbamoyl)-3-(4-fluorophenyl)-1-methyl-4-oxo-1,4-dihydropyridine-2-carboxylic acid ethyl ester C(C)OC(=O)C=1N(C=C(C(C1C1=CC=C(C=C1)F)=O)C(NC1=CC(=C(C=C1)OC1=CC=NC2=CC(=C(C=C12)OC)OC)F)=O)C